8-((2,7-diazaspiro[3.5]non-2-yl)methyl)-1-ethyl-1,2,3,4-tetrahydroquinoline C1N(CC12CCNCC2)CC=2C=CC=C1CCCN(C21)CC